(Z)-3-((1H-pyrrolo[2,3-b]pyridin-5-yl)oxy)-5-(4-(3-(4-chlorophenyl)-2,5-dimethylhex-2-en-1-yl)piperazin-1-yl)pyridine-2-carboxylic acid N1C=CC=2C1=NC=C(C2)OC=2C(=NC=C(C2)N2CCN(CC2)C\C(=C(\CC(C)C)/C2=CC=C(C=C2)Cl)\C)C(=O)O